FC=1C=C(OC=2N(C3=C(CN(CC3)C(=O)OC(C)(C)C)N2)CC2=C(C=CC=C2)C(F)(F)F)C=CC1 Tert-Butyl 2-(3-fluorophenoxy)-1-[[2-(trifluoromethyl)phenyl]methyl]-1H,4H,5H,6H,7H-imidazo[4,5-c]pyridine-5-carboxylate